C(C)(=O)O[C@@H]1COC2=C1C=C(C=C2S(NC2=C(C(=CC=C2)Br)F)(=O)=O)Cl (3S)-7-[(3-bromo-2-fluorophenyl)sulfamoyl]-5-chloro-2,3-dihydro-1-benzofuran-3-yl acetate